1-bromo-3,3-dimethyl-1,3-disilacyclohexane Br[SiH]1C[Si](CCC1)(C)C